((1S,4S,5S)-4-(2,6-dihydroxy-4-(2-methyl-3-propyloctan-2-yl)phenyl)-6,6-dimethylbicyclo[3.1.1]hept-2-en-2-yl)methyl pivalate C(C(C)(C)C)(=O)OCC=1[C@@H]2C([C@H]([C@H](C1)C1=C(C=C(C=C1O)C(C)(C(CCCCC)CCC)C)O)C2)(C)C